3-maleimidobenzoyl-succinimide C1(C=CC(N1C=1C=C(C(=O)C2C(=O)NC(C2)=O)C=CC1)=O)=O